BrC1=C(C=C(C=C1)C)C1=NN(C=C1)CCCO 3-(3-(2-bromo-5-methylphenyl)-1H-pyrazol-1-yl)propan-1-ol